[2-Chloro-4-fluoro-5-[7-(2,2,3,3,5,5,6,6-octadeuteriomorpholin-4-yl)quinazolin-4-yl]phenyl]-(3-methoxypyrazin-2-yl)methanol ClC1=C(C=C(C(=C1)F)C1=NC=NC2=CC(=CC=C12)N1C(C(OC(C1([2H])[2H])([2H])[2H])([2H])[2H])([2H])[2H])C(O)C1=NC=CN=C1OC